CC1(CCC(CC1)C(C1CCCCC1)(N)N)C dimethyldiamino-dicyclohexylmethane